ClC=1C(=NC(=NC1)NC1=C(C=C(C(=C1)CC)N1CCC2(CC(C2)N(C)C)CC1)OC)NC1=C(C=CC(=C1)C(F)(F)F)P(C)(C)=O (2-((5-chloro-2-((4-(2-(dimethylamino)-7-azaspiro[3.5]non-7-yl)-5-ethyl-2-Methoxyphenyl)amino)pyrimidin-4-yl)amino)-4-(trifluoromethyl)phenyl)dimethylphosphine oxide